2-[5-Ethylsulfonyl-6-[3-methyl-6-(1,1,2,2,2-pentafluoroethyl)imidazo[4,5-b]pyridin-2-yl]-2-pyridyl]-4-(4-fluorophenyl)-1,2,4-triazol-3-one C(C)S(=O)(=O)C=1C=CC(=NC1C1=NC=2C(=NC=C(C2)C(C(F)(F)F)(F)F)N1C)N1N=CN(C1=O)C1=CC=C(C=C1)F